(4S,8R,9S,10S)-10-(aminomethyl)-9-(4-bromophenyl)-4-hydroxy-N-(4-methoxyphenyl)-1,6-diazabicyclo[6.2.0]decane-6-carboxamide NC[C@@H]1[C@@H]([C@@H]2CN(C[C@H](CCN12)O)C(=O)NC1=CC=C(C=C1)OC)C1=CC=C(C=C1)Br